COC(=O)C1=CC2=C(N(C(=N2)C=2N(C3=CC(=CC=C3C2)Br)C(=O)OC(C)(C)C)C)C=C1F 2-(6-bromo-1-(tert-butoxycarbonyl)-1H-indol-2-yl)-6-fluoro-1-methyl-1H-benzo[d]imidazole-5-carboxylic acid methyl ester